C(=O)(O)CN([C@@H](C(C(=O)O)N(C)CC(=O)O)C(=O)O)C N-(carboxymethyl)-3-[(carboxymethyl)methylamino]-N-methyl-Aspartic acid